trans-4-((4-(2-Cyclopropyloxazol-4-yl)pyridine-2-yl)((trans-4-(4-methoxy-3-methylphenyl)cyclohexyl)methyl)carbamoyl)cyclohexyl 3-(dimethylamino)azetidine-1-carboxylate CN(C1CN(C1)C(=O)O[C@@H]1CC[C@H](CC1)C(N(C[C@@H]1CC[C@H](CC1)C1=CC(=C(C=C1)OC)C)C1=NC=CC(=C1)C=1N=C(OC1)C1CC1)=O)C